tert-butyl (S)-2-(2-acetyl-6-(3-methyl-1H-pyrrolo[2,3-b]pyridin-5-yl)isoindolin-4-yl)pyrrolidine-1-carboxylate C(C)(=O)N1CC2=CC(=CC(=C2C1)[C@H]1N(CCC1)C(=O)OC(C)(C)C)C=1C=C2C(=NC1)NC=C2C